N1=CN=C(C2=C1NC=C2)NCCNS(=O)(=O)C2=C(C(=C(C(=C2)F)F)F)F N-(2-((7H-pyrrolo[2,3-d]pyrimidin-4-yl)amino)ethyl)-2,3,4,5-tetrafluorobenzenesulfonamide